BrC=1C=C2C3(CNC(C2=CC1)=O)C(C3)C(=O)N 6'-bromo-1'-oxo-2',3'-dihydro-1'H-spiro[cyclopropane-1,4'-isoquinoline]-2-carboxamide